(S)-4-oxo-1-(6-oxo-5-(trifluoromethyl)-1,6-dihydropyridazin-4-yl)azetidin O=C1CCN1C=1C=NNC(C1C(F)(F)F)=O